2-((S)-4-(7-(8-chloro-7-fluoronaphthalen-1-yl)-8-fluoro-2-(((2R,7aS)-2-fluorohexahydro-1H-pyrrolizin-7a-yl)methoxy)pyrido[4,3-d]pyrimidin-4-yl)piperazin-2-yl)acetonitrile ClC=1C(=CC=C2C=CC=C(C12)C1=C(C=2N=C(N=C(C2C=N1)N1C[C@@H](NCC1)CC#N)OC[C@]12CCCN2C[C@@H](C1)F)F)F